N-[(4S)-chroman-4-yl]-4-cyclopropyl-8-(3,5-dichlorophenyl)-1,7-naphthyridine-3-carboxamide O1CC[C@@H](C2=CC=CC=C12)NC(=O)C=1C=NC2=C(N=CC=C2C1C1CC1)C1=CC(=CC(=C1)Cl)Cl